2,6-dihydroxyphenylmethyl ketone OC1=C(C(=CC=C1)O)CC(=O)CC1=C(C=CC=C1O)O